Benzyl N-[(1S)-1-cyclohexyl-2-{4-[4-(3,3-difluoroazetidine-1-carbonyl)tetrahydropyran-4-yl]anilino}-2-oxoethyl]carbamate C1(CCCCC1)[C@@H](C(=O)NC1=CC=C(C=C1)C1(CCOCC1)C(=O)N1CC(C1)(F)F)NC(OCC1=CC=CC=C1)=O